(4Z)-4-(6-Isoquinolylmethylene)-2-[(1-methylpyrazol-3-yl)amino]-1H-imidazol-5-one C1=NC=CC2=CC(=CC=C12)\C=C\1/N=C(NC1=O)NC1=NN(C=C1)C